C(C)(C)(C)OC(=O)N1CCN(CC1)C=1C=C2CN(C(C2=CC1)=O)C1C(NC(CC1)=O)=O.[N+](=O)([O-])C1=C(C=CC=C1)CC1=CC=C(C=C1)OC(F)(F)F 1-Nitro-2-(4-(trifluoromethoxy)benzyl)benzene tert-Butyl-4-[2-(2,6-dioxopiperidin-3-yl)-1-oxo-2,3-dihydro-isoindol-5-yl]piperazine-1-carboxylate